C(C=C)(=O)N1C[C@@H](CCC1)N1CN(C=2C(=NC=CC21)N)C2=CC=C(C=C2)OC2=CC=CC=C2 (R)-1-(1-acryloylpiperidin-3-yl)-4-amino-3-(4-phenoxyphenyl)-1H-imidazo[4,5-c]pyridin